C(C)(=O)OC1=CC=2CNCCC2S1 4,5,6,7-tetrahydrothieno[3,2-c]Pyridin-2-yl acetate